ClC=1C(=NC(=NC1)NC1=C2C=NN(C2=CC=C1)C)NC1CC1 5-chloro-N4-cyclopropyl-N2-(1-methyl-1H-indazol-4-yl)pyrimidine-2,4-diamine